4-amino-8-(6-methoxy-4-methyl-3-oxo-3,4-dihydro-2H-benzo[b][1,4]oxazin-7-yl)-3-(propylcarbamoyl)isoquinoline-2-oxide NC1=C([N+](=CC2=C(C=CC=C12)C=1C(=CC2=C(OCC(N2C)=O)C1)OC)[O-])C(NCCC)=O